4-(3-aminopyridin-2-yl)-2-fluorobenzonitrile NC=1C(=NC=CC1)C1=CC(=C(C#N)C=C1)F